bis[3,5-difluoro-2-[5-(trifluoromethyl)-2-pyridinyl]phenyl]iridium FC=1C(=C(C=C(C1)F)[Ir]C1=C(C(=CC(=C1)F)F)C1=NC=C(C=C1)C(F)(F)F)C1=NC=C(C=C1)C(F)(F)F